1-(5-fluoro-6-(pyridin-2-ylamino)pyridin-3-yl)-1H-pyrrolo[2,3-b]pyridine-4-carboxylate FC=1C=C(C=NC1NC1=NC=CC=C1)N1C=CC2=C1N=CC=C2C(=O)[O-]